C(CCC)[Si](OC(C)C)(OC(C)C)OC(C)C n-Butyltriisopropoxysilan